N-acetyl-5,6-dihydroxyindole-2-carboxylic acid C(C)(=O)N1C(=CC2=CC(=C(C=C12)O)O)C(=O)O